D-3-Phenylpyruvate C1(=CC=CC=C1)CC(C(=O)[O-])=O